O=C1CCC(CC1)N1CCN(CC1)C(=O)OC(C)(C)C tert-butyl 4-(4-oxocyclohexyl)piperazine-1-carboxylate